(E)-4-(((ethyl(methyl)amino)methylene)amino)-N,2,5-trimethyl-N-phenethylbenzamide C(C)N(C)\C=N\C1=CC(=C(C(=O)N(CCC2=CC=CC=C2)C)C=C1C)C